CC1=CC=C2C=C(NC2=C1)C(=O)N 6-methyl-1H-indole-2-carboxamide